O1CCN(CC1)C=1C2=C(N=C(N1)NC1=NNC(=C1)C=1C=C(C=CC1)C)C=CO2 4-morpholino-N-[5-(m-tolyl)-1H-pyrazol-3-yl]furo[3,2-d]pyrimidin-2-amine